N-(4-aminopiperidin-1-yl)-5-chlorobenzofuran-2-carboxamide NC1CCN(CC1)NC(=O)C=1OC2=C(C1)C=C(C=C2)Cl